2-(3-fluorophenyl)-5-(1H-indol-3-yl)oxazole-4-carboxylic acid FC=1C=C(C=CC1)C=1OC(=C(N1)C(=O)O)C1=CNC2=CC=CC=C12